(3-(3-(4-Methoxyphenyl)-1,2,4-oxadiazol-5-yl)azetidin-1-yl)(4-methylpiperidin-1-yl)methanone COC1=CC=C(C=C1)C1=NOC(=N1)C1CN(C1)C(=O)N1CCC(CC1)C